dichloromethylbiphenyl ClC(Cl)C1=C(C=CC=C1)C1=CC=CC=C1